(S)-1-amino-4-(4-((4-ethylpyridin-2-yl)carbamoyl)phenyl)-2-(1-propioloylpiperidin-2-yl)-1H-imidazole-5-carboxamide NN1C(=NC(=C1C(=O)N)C1=CC=C(C=C1)C(NC1=NC=CC(=C1)CC)=O)[C@H]1N(CCCC1)C(C#C)=O